16-bromo-14-fluoro-9-oxa-6,11,18-triazatetracyclo[8.8.0.02,7.012,17]octadeca-1(18),2(7),3,5,10,12(17),13,15-octaene BrC1=CC(=CC=2N=C3OCC=4N=CC=CC4C3=NC12)F